2,4-diphenyl-6-(2-(4,4,5,5-tetramethyl-1,3,2-dioxaborolan-2-yl)-3-methyl-phenyl)-1,3,5-triazine C1(=CC=CC=C1)C1=NC(=NC(=N1)C1=CC=CC=C1)C1=C(C(=CC=C1)C)B1OC(C(O1)(C)C)(C)C